C(C)OC(=O)C=1C(C=C2N([C@H](CC3=CC(=C(C=C23)Cl)OCCCOC)C(C)C)C1)=O (R)-10-chloro-6-isopropyl-9-(3-methoxypropoxy)-2-oxo-6,7-dihydro-2H-pyrido[2,1-a]isoquinoline-3-carboxylic acid ethyl ester